5-bromo-3-(4-fluorophenyl)-2-(3-methoxyazetidin-1-yl)-7-methylquinoline BrC1=C2C=C(C(=NC2=CC(=C1)C)N1CC(C1)OC)C1=CC=C(C=C1)F